8-(2,3-Difluorobenzyl)-2-((4,5-dimethylfuran-2-yl)methyl)-6-phenylimidazo[1,2-a]pyrazin-3(7H)-one FC1=C(CC2=C3N(C=C(N2)C2=CC=CC=C2)C(C(=N3)CC=3OC(=C(C3)C)C)=O)C=CC=C1F